OC1(CCC(CC1)C12CC(CC(CC1)N2)C(=O)N)C(F)(F)F ((1s,4S)-4-hydroxy-4-(trifluoromethyl)cyclohexyl)-8-azabicyclo[3.2.1]octane-3-carboxamide